1-[9-(4-chlorophenyl)-8-(6-cyano-3-pyridyl)-2-[2-hydroxyethyl(methyl)amino]purin-6-yl]-4-methyl-piperidine-4-carboxamide ClC1=CC=C(C=C1)N1C2=NC(=NC(=C2N=C1C=1C=NC(=CC1)C#N)N1CCC(CC1)(C(=O)N)C)N(C)CCO